C(C)OC=1C=CC=2C(=NC=C3C=CC(N(C23)CC2=C(C=C(C=C2F)S(=O)(=O)N)F)=O)N1 4-((8-ethoxy-2-oxopyrido[2,3-h][1,6]naphthyridine-1(2H)-yl)methyl)-3,5-difluorobenzenesulfonamide